Fmoc-Diphenylalanine C(=O)(OCC1C2=CC=CC=C2C2=CC=CC=C12)N[C@@H](C(C1=CC=CC=C1)C1=CC=CC=C1)C(=O)O